tert-butyl (3S,4S)-3-fluoro-4-[3-(3-methyl-2-oxo-1H-benzimidazol-4-yl)azetidin-1-yl]piperidine-1-carboxylate F[C@H]1CN(CC[C@@H]1N1CC(C1)C1=CC=CC=2NC(N(C21)C)=O)C(=O)OC(C)(C)C